1-[2,4-dibromo-5-(trifluoromethyl)phenyl]-3-[(1S)-1-(2-pyrimidin-2-yl-1,2,4-triazol-3-yl)ethyl]urea BrC1=C(C=C(C(=C1)Br)C(F)(F)F)NC(=O)N[C@@H](C)C=1N(N=CN1)C1=NC=CC=N1